FC(C)(F)C=1C=C(C=CC1F)C=1C=C2C(=NC1)C=NN2CC=2C=C(C=NC2)C#N 5-[[6-[3-(1,1-Difluoroethyl)-4-fluoro-phenyl]pyrazolo[4,3-b]pyridin-1-yl]methyl]pyridine-3-carbonitrile